O1CCN(CC1)C1=CC=2N(C(=N1)OC1CCC(CC1)NC1=NC=C(C=N1)C#N)N=CN2 2-(((1s,4s)-4-((7-morpholino-[1,2,4]triazolo[1,5-c]pyrimidin-5-yl)oxy)cyclohexyl)amino)pyrimidine-5-carbonitrile